FC1=C(C#N)C=C(C=C1)N1CCN(CC1)C(CCC=1NC(C2=C(C=CC(=C2C1)C)F)=O)=O 2-fluoro-5-(4-(3-(8-fluoro-5-methyl-1-oxo-1,2-dihydroisoquinolin-3-yl)propionyl)piperazin-1-yl)benzonitrile